(R)-(5-(2-(5-fluoropyridin-3-yl)pyrrolidin-1-yl)pyrazolo[1,5-a]pyrimidin-3-yl)(piperidin-1-yl)methanone FC=1C=C(C=NC1)[C@@H]1N(CCC1)C1=NC=2N(C=C1)N=CC2C(=O)N2CCCCC2